1-cyclopropyl-5-(2,6-dichloro-4-Nitrophenoxy)-3-methyl-1,2-dihydropyridin-2-one C1(CC1)N1C(C(=CC(=C1)OC1=C(C=C(C=C1Cl)[N+](=O)[O-])Cl)C)=O